2-ethoxy-morpholine C(C)OC1CNCCO1